ClC=1C2=CN(N=C2C(=C(C1)C1=CC=C(C=C1)C1CCN(CC1)C1CC1)Cl)C(C(=O)OCC)C1=C2N(C=N1)C[C@@H](C2)F ethyl 2-(4,7-dichloro-6-(4-(1-cyclopropylpiperidin-4-yl)phenyl)-2H-indazol-2-yl)-2-((R)-6-fluoro-6,7-dihydro-5H-pyrrolo[1,2-c]imidazol-1-yl)acetate